2-cyclohexyl-4-(3-(methylsulfonyl)phenyl)phthalazin-1(2H)-one C1(CCCCC1)N1C(C2=CC=CC=C2C(=N1)C1=CC(=CC=C1)S(=O)(=O)C)=O